C(C)(C)(C)OC(=O)N1C[C@@H]([C@@H](CC1)N)O.N[C@@H]1CN(CC[C@@H]1O)C(=O)O (3R,4S)-3-amino-4-hydroxypiperidine-1-carboxylic acid tert-butyl-(3S,4R)-4-amino-3-hydroxypiperidine-1-carboxylate